tri-tert-butyl 2,2',2''-(10-(2-oxo-2-((2-(3,4,5-triacetoxybenzamido)ethyl)amino)ethyl)-1,4,7,10-tetraazacyclododecane-1,4,7-triyl)triacetate O=C(CN1CCN(CCN(CCN(CC1)CC(=O)OC(C)(C)C)CC(=O)OC(C)(C)C)CC(=O)OC(C)(C)C)NCCNC(C1=CC(=C(C(=C1)OC(C)=O)OC(C)=O)OC(C)=O)=O